chloroethylene butyrate C(CCC)(=O)O.ClC=C